ethyl (S)-3-(4-(3-chlorophenyl)thiophen-2-yl)-3-((R)-4-methylphenylsulfinamido)propanoate ClC=1C=C(C=CC1)C=1C=C(SC1)[C@H](CC(=O)OCC)N[S@](=O)C1=CC=C(C=C1)C